(4Z)-4-[(1-Methylindazol-5-yl)methylene]-2-(tetrahydropyran-4-ylmethylamino)-1H-imidazol-5-one CN1N=CC2=CC(=CC=C12)\C=C\1/N=C(NC1=O)NCC1CCOCC1